C(#N)C1=C2C(=NC=C1)NC(=C2)C(=O)NC2CCCCCCC2 4-cyano-N-cyclooctyl-1H-pyrrolo[2,3-b]pyridine-2-carboxamide